Cl.CNC1CC(C1)C(=O)OC Methyl (1r,3r)-3-(methylamino)cyclobutane-1-carboxylate hydrochloride